1-[2-amino-6-(furan-2-yl)pyrimidin-4-yl]-1H-1,2,3-benzotriazole NC1=NC(=CC(=N1)N1N=NC2=C1C=CC=C2)C=2OC=CC2